CNC(C1=NC=C(C=C1)NC(C1=CC(=CC=C1)B1OC(C(O1)(C)C)(C)C)=O)=O N-methyl-5-(3-(4,4,5,5-tetramethyl-1,3,2-dioxaborolan-2-yl)benzamido)picolinamide